CC1=CC=C(C=C1)S(=O)(=O)OC1=C(C=CC=C1)NC(=O)NC1=CC=C(C=C1)OS(=O)(=O)C1=C(C=C(C=C1C)C)C N-[2-(p-toluenesulfonyloxy)phenyl]-N'-[4-(mesitylenesulfonyloxy)phenyl]urea